C1(CCCCC1)C1=CC=C(C=C1)NC=1C2=C(N=C(N1)N1CCOCC1)C(N(C2)C(C)C)=O 4-[(4-cyclohexylphenyl)amino]-2-(morpholin-4-yl)-6-(propan-2-yl)-5,6-dihydro-7H-pyrrolo[3,4-d]pyrimidin-7-one